2,2'-Bis(2-hydroxyethoxy-3-naphthyl)-1,1'-binaphthyl OCCOC1=CC(=CC2=CC=CC=C12)C1=C(C2=CC=CC=C2C=C1)C1=C(C=CC2=CC=CC=C12)C=1C=C(C2=CC=CC=C2C1)OCCO